4-(2-(((R)-phenyl((S)-1,2,3,4-tetrahydropyrido[2,3-b]pyrazin-3-yl)methyl)amino)ethyl)benzonitrile diformate C(=O)O.C(=O)O.C1(=CC=CC=C1)[C@H]([C@@H]1CNC2=C(N1)N=CC=C2)NCCC2=CC=C(C#N)C=C2